N-((1R,2R,4S)-7-cyano-7-azabicyclo[2.2.1]heptan-2-yl)-6-(1-cyanocyclopropyl)[2,3'-bipyridine]-6'-carboxamide C(#N)N1[C@H]2[C@@H](C[C@@H]1CC2)NC(=O)C2=CC=C(C=N2)C2=NC(=CC=C2)C2(CC2)C#N